4-(2-((R)-1-((4-isopropylthiazol-2-yl)methyl)-3-((R or S)-2-(trifluoromethyl)oxetan-2-yl)pyrrolidin-3-yl)ethyl)benzonitrile C(C)(C)C=1N=C(SC1)CN1C[C@@](CC1)([C@@]1(OCC1)C(F)(F)F)CCC1=CC=C(C#N)C=C1 |o1:14|